F[C@@]12[C@]3(C=CC(C=C3CC[C@H]1[C@@H]1C[C@H]([C@](C(COC3(CO)[C@@H](O)[C@H](O[C@H]4[C@H](O)[C@@H](O)[C@@H](O)[C@H](O4)CO)[C@H](O3)CO)=O)([C@]1(C[C@@H]2O)C)O)O)=O)C (11β,16α)-9-fluoro-11,16,17-trihydroxyl-21-{[4-O-(β-D-galactopyranosyl)-D-fructofuranosyl]oxy}pregna-1,4-diene-3,20-dione